5-((6-(4-(tert-butyl)phenyl)pyrimidin-4-yl)methylene)thiazolidine-2,4-dione C(C)(C)(C)C1=CC=C(C=C1)C1=CC(=NC=N1)C=C1C(NC(S1)=O)=O